N1C=CC2=CC=C(C=C12)C#CCN1C(N(C(C=2N(C(=NC12)S(=O)(=O)C)C)=O)C)=O 3-(3-(1H-indol-6-yl)prop-2-yn-1-yl)-1,7-dimethyl-8-(methylsulfonyl)-1H-purine-2,6(3H,7H)-dione